(3-chloro-5-fluorophenyl)(4,4-dimethyl-7-(4-morpholinopiperidin-1-yl)-3,4-dihydroisoquinolin-2(1H)-yl)methanone ClC=1C=C(C=C(C1)F)C(=O)N1CC2=CC(=CC=C2C(C1)(C)C)N1CCC(CC1)N1CCOCC1